NC[C@@H]1C[C@H](C1)N1N=C(C(=C1)C1=NC(=CC=C1)C)C(=O)N(C)C 1-(trans-3-(aminomethyl)cyclobutyl)-N,N-dimethyl-4-(6-methylpyridin-2-yl)-1H-pyrazole-3-carboxamide